4-((R)-1-(5-fluoropyridin-2-yl)ethoxy)-6-(1-((1R,3S)-3-hydroxycyclohexyl)-5-methyl-1H-pyrazol-4-yl)pyrazolo[1,5-a]pyridine-3-carbonitrile FC=1C=CC(=NC1)[C@@H](C)OC=1C=2N(C=C(C1)C=1C=NN(C1C)[C@H]1C[C@H](CCC1)O)N=CC2C#N